C(C)(C)(C)OC(=O)N1[C@@H](COCC1)COS(=O)(=O)C (S)-3-(((methylsulfonyl)oxy)methyl)morpholine-4-carboxylic acid tert-butyl ester